aluminum-copper-manganese-cobalt-oxide [Co]=O.[Mn].[Cu].[Al]